benzyl ((7-oxo-4,6-diazaspiro[2.4]hept-4-en-5-yl)methyl)carbamate O=C1NC(=NC12CC2)CNC(OCC2=CC=CC=C2)=O